o-nitrobenzyl-dichloroethane [N+](=O)([O-])C1=C(CC(C)(Cl)Cl)C=CC=C1